2-[4-(1,3-benzoxazol-2-yl)-5-hydroxy-1-methyl-6-oxopyrimidin-2-yl]-1-(2-cyanophenyl)-3,4-dihydro-1H-isoquinoline-7-carboxylic acid O1C(=NC2=C1C=CC=C2)C=2N=C(N(C(C2O)=O)C)N2C(C1=CC(=CC=C1CC2)C(=O)O)C2=C(C=CC=C2)C#N